1H-pyrazolo[3,4-b]pyridine-4-thiol N1N=CC2=C1N=CC=C2S